(S)-1-(1-((5-(4-((4-(4-methyl-piperazin-1-yl)phenyl)ethynyl)phenyl)isoxazol-3-yl)methyl)-1H-imidazol-2-yl)ethan-1-ol CN1CCN(CC1)C1=CC=C(C=C1)C#CC1=CC=C(C=C1)C1=CC(=NO1)CN1C(=NC=C1)[C@H](C)O